N-butyl-1-(2-methoxyphenyl)-N-((2-methoxyphenyl)(4-(tributylsilyl)phenyl)phosphaneyl)-1-(4-(tributylsilyl)phenyl)phosphanamine C(CCC)N(P(C1=CC=C(C=C1)[Si](CCCC)(CCCC)CCCC)C1=C(C=CC=C1)OC)P(C1=CC=C(C=C1)[Si](CCCC)(CCCC)CCCC)C1=C(C=CC=C1)OC